OC[C@@H](CC(C)C)NC1=NC(=NC(=N1)CC(C)(C1=CC=CC=C1)C)NS(=O)(=O)C (R)-N-(4-((1-Hydroxy-4-methylpentan-2-yl)amino)-6-(2-methyl-2-phenylpropyl)-1,3,5-triazin-2-yl)methanesulfonamide